NC1=C(C(=O)N(C)C)C=C(C=N1)C1=C(C=C(C=C1)NC([C@H](O)C1=CC(=CC(=C1)F)F)=O)C (R)-2-amino-5-(4-(2-(3,5-difluorophenyl)-2-hydroxyacetamido)-2-methylphenyl)-N,N-dimethylnicotinamide